C(C)O/C=C/C(=O)N(C1=CC=CC=C1)C (E)-3-ethoxy-N-methyl-N-phenylacrylamide